tert-Butyl 4-(2-((5-butoxy-5-oxopentyl)(nonyl)amino)ethyl)piperidine-1-carboxylate C(CCC)OC(CCCCN(CCC1CCN(CC1)C(=O)OC(C)(C)C)CCCCCCCCC)=O